N-({4-hydroxy-1-[4-(2-methylphenoxy)benzyl]-2-oxo-1,2,5,6-tetrahydro-3-pyridinyl}carbonyl)glycine OC1=C(C(N(CC1)CC1=CC=C(C=C1)OC1=C(C=CC=C1)C)=O)C(=O)NCC(=O)O